2-((2,4-dimethyl-6-(trifluoromethyl)pyridin-3-yl)sulfonyl)-6-(2-azaspiro[3.3]heptan-6-yl)-2,6-diazaspiro[3.3]heptane CC1=NC(=CC(=C1S(=O)(=O)N1CC2(C1)CN(C2)C2CC1(CNC1)C2)C)C(F)(F)F